C(=O)O.C(#N)COC1=C(C(=C(C=C1)C1=CN=C(N1C)C(=O)NC1=CC(=C(C=C1)C(=O)N1CCN(CC1)C(=O)[C@H]1NC[C@@](C1)(C)O)C)F)F 5-[4-(cyanomethoxy)-2,3-difluoro-phenyl]-N-[4-[4-[(2S,4S)-4-hydroxy-4-methyl-pyrrolidine-2-carbonyl]piperazine-1-carbonyl]-3-methyl-phenyl]-1-methyl-imidazole-2-carboxamide formate